1-[4-(trifluoromethyl)phenyl]but-3-en-1-ol FC(C1=CC=C(C=C1)C(CC=C)O)(F)F